6-(6-(azetidin-3-ylmethoxy)-1,2,4-triazin-3-yl)isoquinolin-7-ol N1CC(C1)COC1=CN=C(N=N1)C=1C=C2C=CN=CC2=CC1O